ethyl 2-(4-(2-methoxy-4-methylpyridin-3-yl)cyclohex-3-en-1-yl)acetate COC1=NC=CC(=C1C1=CCC(CC1)CC(=O)OCC)C